C(C)[C@@H]1N(C[C@H](NC1)C)C=1N(N=C2C1N(C(C=C2)=O)C)C2OCCCC2 ((2S,5R)-2-ethyl-5-methylpiperazin-1-yl)-4-methyl-2-(tetrahydro-2H-pyran-2-yl)-2,4-dihydro-5H-pyrazolo[4,3-b]pyridin-5-one